O=C(CCCCCCCCCCCCCCC)N[C@@H](CC1=CNC=N1)C(=O)N[C@@H]([C@@H](C)CC)C(=O)O N-[N-(1-oxohexadecyl)-L-histidyl]-L-isoleucine